BrC[C@@H]1CC[C@H](CC1)C(C)C trans-1-(bromomethyl)-4-isopropylcyclohexane